4-(2-methoxyphenyl)-6-methyl-N-[5-(1,3-oxazole-4-carbonyl)-4H,5H,6H-pyrrolo[3,4-d][1,3]thiazol-2-yl]pyridine-3-carboxamide COC1=C(C=CC=C1)C1=C(C=NC(=C1)C)C(=O)NC=1SC2=C(N1)CN(C2)C(=O)C=2N=COC2